C1=CC=CC=2C3=CC=CC=C3C(C12)COC(=O)N(C(C(=O)OC(C)(C)C)CC1=C(C=CC=C1)C(C)C)C tert-Butyl 2-((((9H-fluoren-9-yl)methoxy) carbonyl)(methyl)amino)-3-(2-isopropylphenyl)propanoate